C(C)C1(COC1)COC1=C(C=CC=C1)CC1=C(C=CC=C1)OCC1(COC1)CC bis[2-{(3-ethyloxetan-3-yl)methoxy}phenyl]methane